C1(C#CCCCCC1)OC(=O)N(CC(=O)OC1=C(C(=C(C(=C1F)F)F)F)F)C Perfluorophenyl N-((cyclooct-2-yn-1-yloxy)carbonyl)-N-methylglycinate